8-(6-{[(1-Methyl-5-oxo-3-pyrrolidinyl)methyl](4-fluorophenyl)carbonylamino}-3-pyridyl)-1-(3-methoxypropyl)-3-propylxanthine CN1CC(CC1=O)CN(C1=CC=C(C=N1)C1=NC=2N(C(N(C(C2N1)=O)CCCOC)=O)CCC)C(=O)C1=CC=C(C=C1)F